FC1(C(NC[C@H]1CN1N=C2N=C(C=CC2=C1)C1=C(C=C(C=C1C)C(F)(F)F)O)=O)F (S)-3,3-difluoro-4-((6-(2-hydroxy-6-methyl-4-(trifluoromethyl)phenyl)-2H-pyrazolo[3,4-b]pyridin-2-yl)methyl)pyrrolidin-2-one